alpha-glycidoxypropyl-tributoxysilane C(C1CO1)OC(CC)[Si](OCCCC)(OCCCC)OCCCC